2-amino-2-[1-[(4-methoxyphenyl)methyl]-5-methyl-2-oxo-4-pyridyl]acetamide NC(C(=O)N)C1=CC(N(C=C1C)CC1=CC=C(C=C1)OC)=O